tert-Butyl 4-(4-{6-[(pyridin-4-yl)carbamoyl]pyridin-2-yl}piperazin-1-yl)azepane-1-carboxylate N1=CC=C(C=C1)NC(=O)C1=CC=CC(=N1)N1CCN(CC1)C1CCN(CCC1)C(=O)OC(C)(C)C